[K].C(C)(C)N1N=CC(=C1)NS(=O)(=O)NC(NC1=C2CCCC2=CC=2CCCC12)=O 3-(N-(1-Isopropyl-1H-pyrazol-4-yl)sulfamoyl)-1-(1,2,3,5,6,7-hexahydro-s-indacen-4-yl)urea, potassium salt